2-Methyl-N-(3-(2-(4-methylpiperazin-1-yl)propyl)-1,2,4-thiadiazol-5-yl)-5-(3-(trifluoro-methoxy)phenyl)furan-3-carboxamide CC=1OC(=CC1C(=O)NC1=NC(=NS1)CC(C)N1CCN(CC1)C)C1=CC(=CC=C1)OC(F)(F)F